BrC1=C(C=CC(=C1)F)NC1=C(C(=O)O)C=C(C=C1)Cl 2-((2-bromo-4-fluorophenyl)amino)-5-chlorobenzoic acid